trichloromethane dipalladium [Pd].[Pd].ClC(Cl)Cl